2-oxo-1,2-dihydro-1,5-naphthyridin O=C1NC2=CC=CN=C2C=C1